m-chlorophenyl-hydrazine ClC=1C=C(C=CC1)NN